N-(2-((R)-4-Cyanothiazolidin-3-yl)-2-oxoethyl)-6-((2R,3R)-3-(methoxymethyl)-2-methylmorpholino)quinoline-4-carboxamide C(#N)[C@H]1N(CSC1)C(CNC(=O)C1=CC=NC2=CC=C(C=C12)N1[C@@H]([C@H](OCC1)C)COC)=O